C(C)C1=C(NC2=CC=C(C=C12)C1CCNCC1)C1=CC2=C(NC(O2)=O)C=C1 6-(3-ethyl-5-(piperidin-4-yl)-1H-indol-2-yl)benzo[d]oxazol-2(3H)-one